2-(2,4-dioxotetrahydropyrimidin-1(2H)-yl)-5-((4-(3-methylthiophen-2-yl)piperazin-1-yl)methyl)isoindoline-1,3-dione O=C1N(CCC(N1)=O)N1C(C2=CC=C(C=C2C1=O)CN1CCN(CC1)C=1SC=CC1C)=O